CC1=C(C(=CC=C1)C)NC(=O)C1=NN(C(=C1)N(C(C[C@H](C(=O)N)C)=O)[C@H]1C2=C(CN3N(C1=O)CCC3)C=CC=C2)C (R)-N4-(3-((2,6-dimethylphenyl)carbamoyl)-1-methyl-1H-pyrazol-5-yl)-2-methyl-N'-((S)-11-oxo-2,3,10,11-tetrahydro-1H,5H-benzo[d]pyrazolo[1,2-a][1,2]diazepin-10-yl)succinamide